N-methyl-N-(4-fluorophenyl)anthranilic acid CN(C=1C(C(=O)O)=CC=CC1)C1=CC=C(C=C1)F